ClC1=CC(=C(C(=N1)C)C#CC1=CC=C(C=C1)S(=O)(=O)C1CC1)N 6-chloro-3-((4-(cyclopropylsulfonyl)phenyl)ethynyl)-2-methylpyridin-4-amine